COC1=NC2=CC(=CC(=C2N=C1)C=1SC2=C(N1)CC(C2)CCO)C 2-(2-(2-methoxy-7-methylquinoxalin-5-yl)-5,6-dihydro-4H-cyclopenta[d]thiazol-5-yl)ethanol